ClC=1C(=NC(=NC1)N1CCNCC1)N1CC(C1)C(=O)NC(C)(C)C1=CN=C2N1C=CC=C2 1-[5-chloro-2-(piperazin-1-yl)pyrimidin-4-yl]-N-(2-{imidazo[1,2-a]pyridin-3-yl}propan-2-yl)azetidine-3-carboxamide